2-(4-(benzyloxy)-3-cyclobutoxyphenyl)-4,4,5,5-tetramethyl-1,3,2-dioxaborolane C(C1=CC=CC=C1)OC1=C(C=C(C=C1)B1OC(C(O1)(C)C)(C)C)OC1CCC1